N-(4-benzyl-5-(4-hydroxy-4-((7-(2-(4-methylpiperazin-1-yl)ethoxy)-4-oxoquinazolin-3(4H)-yl)methyl)piperidin-1-yl)-5-oxopentyl)-4-chloroquinoline-7-carboxamide C(C1=CC=CC=C1)C(CCCNC(=O)C1=CC=C2C(=CC=NC2=C1)Cl)C(=O)N1CCC(CC1)(CN1C=NC2=CC(=CC=C2C1=O)OCCN1CCN(CC1)C)O